O[C@@H]1[C@@](C[C@H]([C@@]2([C@H]3[C@]([C@H]1C)(CCC3=O)CC[C@H]2C)C)C(C(=O)[O-])OC2=CC=C(C=C2)C=2B(OCC2)O)(C=C)C (3aR,4R,5R,7S,8S,9R,9aS,12R)-8-hydroxy-4,7,9,12-tetramethyl-3-oxo-7-vinyldecahydro-4,9a-propanocyclopenta[8]annulen-5-yl-2-(4-(2-hydroxy-2,5-dihydro-1,2-oxaborol-3-yl)phenoxy)acetate